C1(CC1)C1=CC(=NN1)NC([C@@H](C)C=1N=C2N(C=CC(=C2)C(F)F)C1)=O (S)-N-(5-cyclopropyl-1H-pyrazol-3-yl)-2-(7-(difluoromethyl)imidazo[1,2-a]pyridin-2-yl)propanamide